O.CC1=CC=C(C=C1)S(=O)(=O)O p-Toluenesulphonic acid monohydrate